potassium 6-methyl-5,8-dioxo-2,3,5,6,7,8-hexahydrobenzo[b][1,4]dioxine-6-sulfonate CC1(C(C2=C(OCCO2)C(C1)=O)=O)S(=O)(=O)[O-].[K+]